NC1=NC=C(C(=N1)N)CC1=CC(=C(C(=C1)OC)OC)OC 2,4-diamino-5-(3,4,5-trimethoxybenzyl)-pyrimidine